CS(=O)(=O)NN1CCCC1 METHANESULFONYLAMINO-PYRROLIDINE